C(C)(=O)N1C(C(C2=CC=CC=C12)=O)=CC1=CC(=C(C=C1)/C=C/S(=O)(=O)N)OC (1E)-2-(4-((1-acetyl-3-oxoindolin-2-ylidene)methyl)-2-methoxyphenyl)-ethene-1-sulfonamide